ClC[C@H](COC1=CC=C(C=C1)C(C)(C)C1=CC=C(C=C1)OC[C@@H](CN1N=NC(=C1CO)I)O)O (S)-1-chloro-3-(4-(2-(4-((R)-2-hydroxy-3-(5-(hydroxymethyl)-4-iodo-1H-1,2,3-triazol-1-yl)propoxy)phenyl)propan-2-yl)phenoxy)propan-2-ol